BrC=1C=C(C=NC1)C1=NOC2(C1C1CCC2C1)C(=O)NC=1C=C2C=NNC2=CC1 3-(5-bromopyridin-3-yl)-N-(1H-indazol-5-yl)-3a,4,5,6,7,7a-hexahydro-4,7-methylenebenzo[d]isoxazole-7a-carboxamide